OC1=C(C(=CC=2C(C3=C(C=CC=C3C(C12)=O)O)=O)O)C 1,5-dihydroxy-3-hydroxy-methylanthraquinone